N-(tert-butyl)-1-(7-chloro-5H-isochromeno[3,4-d]thiazol-2-yl)pyrrolidin-3-amine C(C)(C)(C)NC1CN(CC1)C=1SC2=C(N1)OCC=1C=C(C=CC12)Cl